4-Fluoro-N-[4-[(E)-3-[4-[2-hydroxyethyl(methyl)amino]phenyl]prop-2-enoyl]phenyl]-3-(trifluoromethyl)benzamide FC1=C(C=C(C(=O)NC2=CC=C(C=C2)C(\C=C\C2=CC=C(C=C2)N(C)CCO)=O)C=C1)C(F)(F)F